Methyl-6-aminomethylpyridine CC1=NC(=CC=C1)CN